(Z)-N-(bis(2,6-dimethoxyphenyl)phosphino)-2,7-bis(3,5-di-tert-butylphenyl)-9H-carbazole COC1=C(C(=CC=C1)OC)P(N1C2=CC(=CC=C2C=2C=CC(=CC12)C1=CC(=CC(=C1)C(C)(C)C)C(C)(C)C)C1=CC(=CC(=C1)C(C)(C)C)C(C)(C)C)C1=C(C=CC=C1OC)OC